N-(4-chlorophenyl)-N-(2-(4-(thiophen-2-ylmethyl)piperazin-1-yl)ethyl)furan-2-carboxamide 3-Hydroxyundecanoate OC(CC(=O)O)CCCCCCCC.ClC1=CC=C(C=C1)N(C(=O)C=1OC=CC1)CCN1CCN(CC1)CC=1SC=CC1